C(C)(C)(C)C=1SC(=CN1)C(=O)N1[C@@H](C2=C(CC1)NC=N2)C=2OC1=C(N2)C=C(C=C1)F (S)-(2-(tert-butyl)thiazol-5-yl)(4-(5-fluorobenzo[d]oxazol-2-yl)-6,7-dihydro-1H-imidazo[4,5-c]pyridin-5(4H)-yl)methanone